[Si](C)(C)(C(C)(C)C)O[C@H](CC1=CC(=NC=C1)C1=CN=C2N1N=C(C=C2)Cl)C (S)-3-(4-(2-((tert-butyldimethylsilyl)oxy)propyl)pyridin-2-yl)-6-chloroimidazo[1,2-b]pyridazine